3-(1-Bromoethyl)benzenesulfonyl chloride BrC(C)C=1C=C(C=CC1)S(=O)(=O)Cl